NC(C(=O)O)CC[Se]CCC(=O)NCC1=CC=CC=C1 2-amino-4-((3-(benzylamino)-3-oxopropyl)seleno)butanoic acid